3-methyl-5-(N-(4-morpholinyl)-N-phenethylsulfamoyl)benzofuran-2-carboxylic acid ethyl ester C(C)OC(=O)C=1OC2=C(C1C)C=C(C=C2)S(N(CCC2=CC=CC=C2)N2CCOCC2)(=O)=O